N1=C(C=CC=C1)C=1C=C(C=CC1)C1=NC=NC=N1 3-(pyridin-2-yl)phenyl-1,3,5-triazine